tert-butyl (E)-6-((hydroxyimino)methyl)-2-azaspiro[3.3]heptane-2-carboxylate O\N=C\C1CC2(CN(C2)C(=O)OC(C)(C)C)C1